4-(5-chloro-4-((((3R,4S)-4-oxido-1,4-oxathian-3-yl)methyl)amino)-6-oxopyridazin-1(6H)-yl)-N-(4-cyano-2-fluorophenyl)-N-(difluoromethyl)piperidine-1-sulfonamide ClC1=C(C=NN(C1=O)C1CCN(CC1)S(=O)(=O)N(C(F)F)C1=C(C=C(C=C1)C#N)F)NC[C@@H]1COCC[S@@]1=O